2-amino-N-((4-cyano-2-pyridinyl)methyl)-3-methyl-N-((1R)-1-(2-pyrimidinyl)ethyl)-6-quinolinecarboxamide NC1=NC2=CC=C(C=C2C=C1C)C(=O)N([C@H](C)C1=NC=CC=N1)CC1=NC=CC(=C1)C#N